7-chloro-6-(2,6-difluorophenyl)-8-(trifluoromethyl)-4H-[1,2,4]triazolo[1,5-a][1,4]benzodiazepine-2-Formic acid ethyl ester C(C)OC(=O)C1=NN2C(CN=C(C3=C2C=CC(=C3Cl)C(F)(F)F)C3=C(C=CC=C3F)F)=N1